FC1=CC=C2C(C(=C(N(C2=C1)O)C)CC1=CC=C(C=C1)OC(F)(F)F)=O 7-fluoro-1-hydroxy-2-methyl-3-(4-trifluoromethoxybenzyl)-4(1H)-quinolinone